NC([C@H]([C@@H](C)O)NC(=O)C1=C(OC2=C1C=C(C=C2)OCC=2C=NC(=CC2)C)C)=O N-((2S,3R)-1-amino-3-hydroxy-1-oxobutan-2-yl)-2-methyl-5-((6-methylpyridin-3-yl)methoxy)benzofuran-3-carboxamide